1,4-Diphenyl-1,3-butadiene C1(=CC=CC=C1)C=CC=CC1=CC=CC=C1